1-Tert-butyl 4-(6-methoxypyridin-2-yl)piperazine-1-carboxylate COC1=CC=CC(=N1)N1CCN(CC1)C(=O)OC(C)(C)C